C(C)OC(=O)C1[C@H]2CC\C=C/CC[C@@H]12 (1R,8S,9r,Z)-bicyclo[6.1.0]non-4-ene-9-carboxylic acid ethyl ester